zinc manganese(2+) [Mn+2].[Zn+2]